FC(C)(F)C1=CC(=CC(=N1)N1N=C(C=2C=NC(=CC21)CC(=O)N)C)OC (1-(6-(1,1-difluoroethyl)-4-methoxypyridin-2-yl)-3-methyl-1H-pyrazolo[4,3-c]pyridin-6-yl)acetamide